C(C)(C)(C)OC(=O)N1[C@@H]2C(O[C@H](C1)CC2)=O (1S,4S)-5-(tert-butyloxycarbonyl)-2-oxa-5-azabicyclo[2.2.2]octan-3-one